dicyclopentadiene tungsten dihydride [WH2].C1=CC=CC1.C1=CC=CC1